FC(OC1=C(C=CC(=C1C)F)[C@@H]1[C@H](O[C@@]([C@@H]1C)(C(F)(F)F)C)C(=O)NC1=CC(=NC=C1)C(=O)N)F 4-((2S,3R,4R,5S)-3-(2-(difluoromethoxy)-4-fluoro-3-methylphenyl)-4,5-dimethyl-5-(trifluoromethyl)tetrahydrofuran-2-carboxamido)picolinamide